BrC=1C=NC(=C(C(=O)N)C1C)OC=1C(=NC(=CC1)F)C 5-bromo-2-((6-fluoro-2-methylpyridin-3-yl)oxy)-4-methylnicotinamide